NCCNCCNCCNCCNCCN N'-[2-[2-[2-(2-aminoethylamino)ethylamino]ethylamino]ethyl]ethane-1,2-diamine